[Na].[Na].OC=1C(=C(C(=C(C1[N+](=O)[O-])O)[N+](=O)[O-])Cl)[N+](=O)[O-] 3,5-dihydroxy-2,4,6-trinitrochlorobenzene disodium salt